COC1=C(C=C(C=C1)C1=NN=NN1)NS(=O)(=O)C1=C(C=CC(=C1)C(F)(F)F)N1CCCCC1 N-(2-methoxy-5-(tetrazol-5-yl)phenyl)-2-(piperidin-1-yl)-5-(trifluoromethyl)benzenesulfonamide